ClC1=CC2=C(N(C(N=C2N2C[C@H](N(C[C@@H]2C)C(=O)OC(C)(C)C)C)=O)C=2C(=NC=CC2C)C(C)C)N=C1[Sn](CCCC)(CCCC)CCCC tert-butyl (2R,5S)-4-(6-chloro-1-(M)-(2-isopropyl-4-methylpyridin-3-yl)-2-oxo-7-(tributylstannyl)-1,2-dihydropyrido[2,3-d]pyrimidin-4-yl)-2,5-dimethylpiperazine-1-carboxylate